6,6-Dimethyl-2-oxo-1,2,5,6,7,8-hexahydroquinoline-3-carbaldehyde CC1(CC=2C=C(C(NC2CC1)=O)C=O)C